C(C)(=O)NC1=CC=C(C(=O)OC[C@H]2CCC3[C@@]2(CCC2[C@]4(C=CC(NC4CCC23)=O)C)C)C=C1 ((4aR,6aS,7S)-4a,6a-dimethyl-2-oxo-2,4a,4b,5,6,6a,7,8,9,9a,9b,10,11,11a-tetradecahydro-1H-indeno[5,4-f]quinolin-7-yl)methyl 4-acetamidobenzoate